C(C)[C@](NC(NC1=CC=C(C=C1)OC(F)(F)F)=O)(CCC)C(=O)O 2-ethyl-N-{[4-(trifluoromethoxy)phenyl]carbamoyl}norvaline